C(C)OC(=O)C1N(C2CCC1C2)C(=O)OC(C)(C)C 2-azabicyclo[2.2.1]Heptane-2,3-dicarboxylic acid 2-tert-butyl 3-ethyl ester